C(C=1C(O)=CC=CC1)(=O)N.C(C=1C(O)=CC=CC1)(=O)N.[Co] cobalt bissalicylamide